3-bromo-N-(3-morpholinopropyl)benzamide BrC=1C=C(C(=O)NCCCN2CCOCC2)C=CC1